5,7-Dimethyl-2-phenyl-6-(o-tolyl)-2,6-dihydro-1H-pyrrolo[3,4-d]pyridazin-1-one CC=1N(C(=C2C(N(N=CC21)C2=CC=CC=C2)=O)C)C2=C(C=CC=C2)C